3-(3-((tert-butyldimethylsilyl)oxy)propoxy)-5-ethyl-1-((1r,4r)-4-methoxycyclohexyl)-4-nitro-1H-pyrazole [Si](C)(C)(C(C)(C)C)OCCCOC1=NN(C(=C1[N+](=O)[O-])CC)C1CCC(CC1)OC